methyl N-(tert-butoxycarbonyl)-O-(tert-butyldimethylsilyl)-(Z)-serinate C(C)(C)(C)OC(=O)N[C@@H](CO[Si](C)(C)C(C)(C)C)C(=O)OC